BrC1=CC(=C(OCC(=O)O)C=C1)C=1N=NSC1 [4-bromo-2-(1,2,3-thiadiazol-4-yl)phenoxy]acetic acid